2-{4-[(4-methoxyphenyl)methyl]piperazin-1-yl}-N-(quinolin-6-yl)ethanesulfonamide COC1=CC=C(C=C1)CN1CCN(CC1)CCS(=O)(=O)NC=1C=C2C=CC=NC2=CC1